2-hydroxy-2-methylphenyl-ethyl (methyl) ketone CC(=O)CCC1C(C=CC=C1)(C)O